4-fluoro-5-methyl-2',6'-bis(trifluoromethyl)-[1,1'-biphenyl] FC1=CC=C(C=C1C)C1=C(C=CC=C1C(F)(F)F)C(F)(F)F